(R)-5-(2-(6-(4-(cyclopropylmethyl)-3-methylpiperazin-1-yl)pyridin-3-ylamino)-5-methylpyrimidin-4-ylamino)benzo[d]oxazol-2(3H)-one C1(CC1)CN1[C@@H](CN(CC1)C1=CC=C(C=N1)NC1=NC=C(C(=N1)NC=1C=CC2=C(NC(O2)=O)C1)C)C